2-chloro-N1,N3-bis(3,5-di(naphthalen-1-yl)phenyl)-N1,N3-diphenylbenzene-1,3-diamine ClC1=C(C=CC=C1N(C1=CC=CC=C1)C1=CC(=CC(=C1)C1=CC=CC2=CC=CC=C12)C1=CC=CC2=CC=CC=C12)N(C1=CC=CC=C1)C1=CC(=CC(=C1)C1=CC=CC2=CC=CC=C12)C1=CC=CC2=CC=CC=C12